3-(dibenzo[b,d]furan-3-yl)-3-(4-(2-(5,6,7,8-tetrahydro-1,8-naphthyridin-2-yl)ethoxy)-1H-indazol-1-yl)propionic acid C1=CC(=CC=2OC3=C(C21)C=CC=C3)C(CC(=O)O)N3N=CC2=C(C=CC=C32)OCCC3=NC=2NCCCC2C=C3